NC1=NC=C(C2=C1C(=C(N2)C)C#CC2=CC(=CC(=C2)OC)OC)C#N 4-amino-3-((3,5-dimethoxyphenyl)ethynyl)-2-methyl-1H-pyrrolo[3,2-c]pyridine-7-carbonitrile